(R)-N-((R)-1-(4-bromo-3-fluoro-2-methylphenyl)ethyl)-2-methylpropane-2-sulfinamide BrC1=C(C(=C(C=C1)[C@@H](C)N[S@](=O)C(C)(C)C)C)F